NC(=O)N1[13C@@H](CCC1)C(=O)O aminocarbonyl-L-proline-13C